C(C)C1=NN(C=N1)CC1=CC=C(C=C1)C=C 3-ethyl-1-(4-vinylbenzyl)-1H-1,2,4-triazole